2-(4-((1-(4-bromophenyl)-5-oxo-1,5-dihydro-4H-1,2,4-triazol-4-yl)methyl)-2,6-dimethylphenoxy)-2-methylpropanoic acid ethyl ester C(C)OC(C(C)(C)OC1=C(C=C(C=C1C)CN1C=NN(C1=O)C1=CC=C(C=C1)Br)C)=O